4-(4-((4-chloro-5-(trifluoromethyl)pyrimidin-2-yl)amino)-3-methoxyphenoxy)adamantane ClC1=NC(=NC=C1C(F)(F)F)NC1=C(C=C(OC2C3CC4CC(CC2C4)C3)C=C1)OC